(3S,4R)-3-fluoro-1-[4-({8-[(2R,3S)-3-(methanesulfonyl-methyl)-2-methylazetidin-1-yl]-5-(propan-2-yl)isoquinolin-3-yl}amino)pyrimidin-2-yl]-4-methyl-piperidin-4-ol F[C@H]1CN(CC[C@]1(O)C)C1=NC=CC(=N1)NC=1N=CC2=C(C=CC(=C2C1)C(C)C)N1[C@@H]([C@H](C1)CS(=O)(=O)C)C